5-((4-(4-fluorophenethyl)-4-(pyridin-2-yl)piperidin-1-yl)methyl)-2-methylpyridine FC1=CC=C(CCC2(CCN(CC2)CC=2C=CC(=NC2)C)C2=NC=CC=C2)C=C1